C1(=CC=CC=C1)NC1=CC=CC(=N1)C(=O)O 6-(phenylamino)picolinic acid